N1-(2-benzylphenyl)-N2-((S)-4-methyl-1-oxo-1-(((S)-3-oxo-1-((S)-2-oxopyrrolidin-3-yl)-4-(2,3,5,6-tetrafluorophenoxy)butan-2-yl)amino)pentan-2-yl)oxalamide C(C1=CC=CC=C1)C1=C(C=CC=C1)NC(C(=O)N[C@H](C(N[C@@H](C[C@H]1C(NCC1)=O)C(COC1=C(C(=CC(=C1F)F)F)F)=O)=O)CC(C)C)=O